2,2'-(methylimino)diethanol CN(CCO)CCO